[3-hydroxy-2-(5H-imidazo[1,5-b]isoindol-5-yl)-7-azaspiro[3.5]nonan-7-yl]-tetrahydropyran-4-yl-methanone OC1C(CC12CCN(CC2)C(=O)C2CCOCC2)C2N1C(C=3C=CC=CC23)=CN=C1